ClC1=C(C=C(C(=C1)F)N1C(N(C(=CC1=O)C(F)(F)F)C)=O)C1=NOC(C1)(C(=O)OCC)CCC ethyl 3-{2-chloro-4-fluoro-5-[3-methyl-2,6-dioxo-4-(trifluoromethyl)-3,6-dihydropyrimidin-1(2H)-yl]phenyl}-5-propyl-4,5-dihydro-1,2-oxazole-5-carboxylate